C(#N)C1=C(C(=O)N[C@H](CCOC2CC(C2)CCC2=NC=3NCCCC3C=C2)C(=O)O)C=C(N=C1O)C N-(3-cyano-2-hydroxy-6-methylisonicotinoyl)-O-((1R,3R)-3-(2-(5,6,7,8-tetrahydro-1,8-naphthyridin-2-yl)ethyl)cyclobutyl)-D-homoserine